C(CC#CCCCC)OC(CCC(=O)OCC1=CC(=CC(=C1)COC(NCCN1CCCC1)=O)COC(CCC(OCCC#CCCCC)OCCC#CCCCC)=O)OCCC#CCCCC (5-((((2-(pyrrolidin-1-yl)ethyl)carbamoyl)oxy)methyl)-1,3-phenylene)bis(methylene) bis(4,4-bis(oct-3-yn-1-yloxy)butanoate)